[N+](=O)([O-])C1=CC=C(C=C1)O Anti-4-Nitrophenol